FC1=CC=C2C(=C(C=NC2=C1C1=C(C=CC(=C1)C(F)(F)F)F)NC(=O)C1=CC=NC2=CC=CC=C12)N1CCOCC1 N-(7-fluoro-8-(2-fluoro-5-(trifluoromethyl)phenyl)-4-morpholinoquinolin-3-yl)quinoline-4-carboxamide